C(C)NC(=O)N N-ethyl-urea